CN(N(C)C(C1=C(C(=CC(=C1)Cl)C)NC(=O)C1=CC(=NN1C1=NC=CC=C1Cl)Br)=O)C(=O)O Methyl-2-[2-({[3-bromo-1-(3-chloropyridin-2-yl)-1H-pyrazol-5-yl]carbonyl}amino)-5-chloro-3-methylbenzoyl]-2-methylhydrazinecarboxylic acid